N1=C(C=CC=C1)CC(=O)NC=1N=NC(=CC1)N1CC(CC1)C=1SC(=NN1)NC(CC1=CC(=CC=C1)OC(F)(F)F)=O 2-(pyridin-2-yl)-N-(6-(3-(5-(2-(3-(trifluoromethoxy)phenyl)acetamido)-1,3,4-thiadiazol-2-yl)pyrrolidin-1-yl)pyridazin-3-yl)acetamide